N-[3-(m-toluenesulfonyloxy)phenyl]-N'-[4-(m-toluenesulfonyloxy)phenyl]urea CC1=CC(=CC=C1)S(=O)(=O)OC=1C=C(C=CC1)NC(=O)NC1=CC=C(C=C1)OS(=O)(=O)C=1C=C(C)C=CC1